ClC=1SC(=CN1)CN1C=CC=C2C1=NC(N(C2=O)CC2CC2)=O 8-((2-chlorothiazol-5-yl)methyl)-3-(cyclopropylmethyl)pyrido[2,3-d]pyrimidine-2,4(3H,8H)-dione